S(=O)(=O)=C1CC=C(C=C1)C(C)[Te]C 1-sulfonyl-4-(1-methyltelluro-ethyl)benzene